tert-Butyl (2R,5S)-2-[3-[4-(dimethylamino)-1-piperidyl]phenyl]-5-methyl-piperidine-1-carboxylate CN(C1CCN(CC1)C=1C=C(C=CC1)[C@@H]1N(C[C@H](CC1)C)C(=O)OC(C)(C)C)C